1-(4-fluorophenyl)-4-methyl-5-({[6-(oxetan-4-carbonyl)-5H,6H,7H-pyrrolo[3,4-b]pyridin-2-yl]oxy}methyl)-1H-1,2,3-triazole FC1=CC=C(C=C1)N1N=NC(=C1COC1=CC=C2C(=N1)CN(C2)C(=O)C2CCO2)C